(R)-4-chloro-N-(1-methylpiperidin-3-yl)phthalazine-1-amine ClC1=NN=C(C2=CC=CC=C12)N[C@H]1CN(CCC1)C